benzyl 4-{4-[bis(4-methoxybenzyl)amino]-8-(2,2,2-trifluoro-1-hydroxyethyl)pyrazolo[1,5-a][1,3,5]triazin-2-yl}piperazine-1-carboxylate COC1=CC=C(CN(C2=NC(=NC=3N2N=CC3C(C(F)(F)F)O)N3CCN(CC3)C(=O)OCC3=CC=CC=C3)CC3=CC=C(C=C3)OC)C=C1